ClC1=CC=C(C=C1)[C@H](CC1=NOC(=N1)C1(OCC=2N(C(NC(C21)=O)=O)COCC[Si](C)(C)C)C)O 3-[(2s)-2-(4-chlorophenyl)-2-hydroxyethyl]-1,2,4-oxadiazol-5-yl-(methyl)-1-{[2-(trimethylsilyl)ethoxy]methyl}-5H,7H-furo[3,4-d]pyrimidine-2,4-dione